OCCN1C(C=2N3CCCCCOC=4N(N=CC4C4=NC(=CC(C(NC3=NC2C=C1)=O)=C4)C)C)=O 16-(2-hydroxyethyl)-5,26-dimethyl-7-oxa-4,5,13,16,20,22,27-heptaazapentacyclo[22.3.1.0^{2,6}.0^{13,21}.0^{14,19}]octacosa-1(27),2(6),3,14(19),17,20,24(28),25-octaene-15,23-dione